C(CC)[N+]1(CCCC1)C 1-propyl-1-methyl-pyrrolidinium